COC=1C=C2CCN(CC2=CC1NC1=NC=C2C(=N1)N(N=C2)C[C@@H]2CN(CCC2)C(C)=O)C 1-[(3S)-3-[[6-[(6-methoxy-2-methyl-3,4-dihydro-1H-isoquinolin-7-yl)amino]pyrazolo[3,4-d]pyrimidin-1-yl]methyl]-1-piperidyl]ethan-1-one